[6-[bis(phosphonomethyl)amino]hexyl-(phosphonomethyl)amino]methylphosphonic acid P(=O)(O)(O)CN(CCCCCCN(CP(=O)(O)O)CP(O)(O)=O)CP(=O)(O)O